C(C)(C)(C)OC(=O)N1CC2=NNC=C2C1 2,6-dihydropyrrolo[3,4-c]pyrazole-5(4H)-carboxylic acid tert-butyl ester